ClC1=CC2=C(N=C(N=C2NCC=2SC=CC2)NCCC2N(CCC2)C)C=N1 6-chloro-N2-(2-(1-methylpyrrolidin-2-yl)ethyl)-N4-(thiophen-2-ylmethyl)pyrido[3,4-d]pyrimidine-2,4-diamine